N-(3-((2-aminopyrimidin-5-yl)ethynyl)-2,4-difluorophenyl)-1-(4-fluorophenyl)-5-(methylsulfinyl)-1H-pyrazole-3-carboxamide NC1=NC=C(C=N1)C#CC=1C(=C(C=CC1F)NC(=O)C1=NN(C(=C1)S(=O)C)C1=CC=C(C=C1)F)F